1-((2R,4S)-4-(4-amino-3-((4,6-difluoro-2-methyl-2H-indazol-5-yl)ethynyl)-1H-pyrazolo[3,4-d]pyrimidin-1-yl)-2-(methoxymethyl)pyrrolidin-1-yl)prop-2-en-1-one NC1=C2C(=NC=N1)N(N=C2C#CC2=C(C1=CN(N=C1C=C2F)C)F)[C@H]2C[C@@H](N(C2)C(C=C)=O)COC